1-cyclobutyl-1-methyl-3-(3-(1-((4-methyl-4H-1,2,4-triazol-3-yl)thio)ethyl)phenyl)urea C1(CCC1)N(C(=O)NC1=CC(=CC=C1)C(C)SC1=NN=CN1C)C